C(C)OC(=O)C1CCN(CCC1)C(=O)OC(C)(C)C azepane-1,4-dicarboxylic acid 1-tert-butyl ester 4-ethyl ester